COC1=CC=C(C=C1)C(CN1C2=NC(=NC(=C2N=C1)NN=CC1=CC(=CC=C1)C)N1CCOCC1)=O 1-(4-methoxyphenyl)-2-(6-(2-(3-methylbenzylidene)hydrazinyl)-2-morpholino-9H-purin-9-yl)ethane-1-on